D-5-chloro-3-cyclobutyl-1-(tetrahydro-2H-pyran-2-yl)-1H-pyrazolo[4,3-b]pyridine ClC1=CC=C2C(=N1)C(=NN2C2OCCCC2)C2CCC2